FC1=C(C=C(C=C1)F)[C@@H]1N(CCC1)C1=NC=2N(C=C1)N=CC2N2N=CC(=C2)N2CC(CC2)O 1-(1-(5-((R)-2-(2,5-difluorophenyl)pyrrolidin-1-yl)pyrazolo[1,5-a]pyrimidin-3-yl)-1H-pyrazol-4-yl)pyrrolidin-3-ol